Methyl (S,E)-2-(2-chlorophenyl)-2-(2-(2,4-pentadienoyloxy)-6,7-dihydro-thieno[3,2-c]pyridin-5(4H)-yl)-acetate ClC1=C(C=CC=C1)[C@@H](C(=O)OC)N1CC2=C(CC1)SC(=C2)OC(\C=C\C=C)=O